ClC1=C(C=CC=C1)CC(=O)NC1=CC(=C(C=C1)OC1=CC(=CC=C1)C)S(N)(=O)=O 2-(2-chlorophenyl)-N-[4-(3-methylphenoxy)-3-sulfamoylphenyl]acetamide